ethyl (S)-3-(benzyl((R)-1-phenylethyl)amino)-3-(3-bromo-4-methylphenyl)propanoate C(C1=CC=CC=C1)N([C@@H](CC(=O)OCC)C1=CC(=C(C=C1)C)Br)[C@H](C)C1=CC=CC=C1